1-(1H-benzo[d]imidazol-4-yl)-N,N-dimethylazetidin-3-amine N1C=NC2=C1C=CC=C2N2CC(C2)N(C)C